CC1(CC1)NS(=O)(=O)C=1C=C2C(NC(N(C2=CC1)CC#C)=O)=O N-(1-methylcyclopropyl)-2,4-dioxo-1-(prop-2-yn-1-yl)-1,2,3,4-tetrahydroquinazoline-6-sulfonamide